(S)-4-((1-(4-(2-(tert-butyl)-5-hydroxypyridin-4-yl)-2,5-difluorophenyl)ethyl)amino)-2-ethyl-2,3-dihydro-1H-pyrrolo[3,4-c]pyridin-1-one C(C)(C)(C)C1=NC=C(C(=C1)C1=CC(=C(C=C1F)[C@H](C)NC1=NC=CC2=C1CN(C2=O)CC)F)O